The molecule is a terpenyl phosphate obtained by hydroxylation of one of the terminal methyl groups of (2E,6E)-farnesyl diphosphate It is a polyprenyl diphosphate, a terpenyl phosphate, an olefinic compound and a primary alcohol. It derives from a 2-trans,6-trans-farnesyl diphosphate. It is a conjugate acid of a (2E,6E,10E)-omega-hydroxyfarnesyl diphosphate(3-). C/C(=C\\CC/C(=C/COP(=O)(O)OP(=O)(O)O)/C)/CC/C=C(\\C)/CO